FC(N1OC=2C(CCC1C(=O)NC1=C3C(CC(C3=CC=C1)(C)C)C)CC=CC2)F 2-(difluoromethyl)-N-(1,1,3-trimethyl-indan-4-yl)-tetrahydrobenzoxazepine-3-carboxamide